8-methoxy-3-[4-(trifluoromethyl)phenyl]sulfonyl-4H-triazolo[1,5-a]quinazolin-5-one COC1=CC=C2C(NC=3N(C2=C1)N=NC3S(=O)(=O)C3=CC=C(C=C3)C(F)(F)F)=O